OC1=CC(=C2CCCNC2=C1)C1(CC1)C=1C(=C(C(=O)N)C=C(C1)OCC1N(CC1)C)C (1-(7-hydroxy-1,2,3,4-tetrahydroquinolin-5-yl)cyclopropyl)-2-methyl-5-((1-methylazetidin-2-yl)methoxy)benzamide